3,15,19-trimethylpentatriacontane CC(CC)CCCCCCCCCCCC(CCCC(CCCCCCCCCCCCCCCC)C)C